6-amino-2,2-difluoro-7-methyl-1,3-benzodioxole-5-carboxylic acid NC=1C(=CC2=C(OC(O2)(F)F)C1C)C(=O)O